BrC=1C(=NC(=CC1)N(CCCCCCl)C(=O)OC(C)(C)C)C(=O)OC methyl 3-bromo-6-[tert-butoxycarbonyl(5-chloropentyl)amino]pyridine-2-carboxylate